N-{(2S)-2-Amino-4-[{(1R)-1-[1-benzyl-4-(2,5-difluorophenyl)-1H-pyrrol-2-yl]-2,2-dimethylpropyl}(glycoloyl)amino]butanoyl}-beta-alanyl-N1,N5-dibenzyl-D-glutamamide trifluoroacetate FC(C(=O)O)(F)F.N[C@H](C(=O)NCCC(=O)N[C@H](CCC(=O)NCC1=CC=CC=C1)C(=O)NCC1=CC=CC=C1)CCN(C(CO)=O)[C@H](C(C)(C)C)C=1N(C=C(C1)C1=C(C=CC(=C1)F)F)CC1=CC=CC=C1